C(C)(C)(C)OC(=O)N1CCC(CC1)CCC=C N-tert-butyloxycarbonyl-4-(3-butene-1-yl)piperidine